methyl leucinate hydrochloride Cl.N[C@@H](CC(C)C)C(=O)OC